CN1N=CC(=C1C)S(=O)(=O)Cl 1,5-dimethylpyrazole-4-sulfonyl chloride